FC(C(CC=1OC(=CN1)C=1C=CC(=NC1C1=CC=C2C=CC=NC2=C1)C#N)C)(C)C 5-(2-(3-fluoro-2,3-dimethylbutyl)oxazol-5-yl)-6-(quinolin-7-yl)picolinonitrile